hexadeca-2,4,6,10,12,14-hexene CC=CC=CC=CCCC=CC=CC=CC